C[Si](CCOC(CC1=C(C=C(C(=C1)Cl)B1OC(C(O1)(C)C)(C)C)C(N(C)C1=C(C=CC=C1)OC)=O)=O)(C)C [5-Chloro-2-[(2-methoxy-phenyl)-methyl-carbamoyl]-4-(4,4,5,5-tetramethyl-[1,3,2]dioxaborolan-2-yl)-phenyl]-acetic acid 2-trimethylsilanyl-ethyl ester